FC=1C=C(C=C(C1OC1=C2C(=NC=C1)NC=C2C(C)C)F)NC(=O)NCC2(COC2)C N-(3,5-difluoro-4-{[3-(propan-2-yl)-1H-pyrrolo[2,3-b]pyridin-4-yl]oxy}phenyl)-N'-[(3-methyloxetan-3-yl)methyl]urea